CN(C)[Zr](N(C)C)(N(C)C)N(C)C Tetrakis-(dimethylamino)zirconium